COC1=CC=2N(C=C1C(=O)NC1=NC(=CC=C1)OC)C=C(N2)C2CC21OCCCC1 7-methoxy-N-(6-methoxypyridin-2-yl)-2-(4-oxaspiro[2.5]octan-1-yl)imidazo[1,2-a]pyridine-6-carboxamide